6-Fluoro-8-(6-fluoro-1-methylsulfonylindol-4-yl)-4,4,9-trimethyl-2-methylsulfonyl-5H-pyrazolo[4,3-c]chinolin FC1=CC(=C(C=2C=3C(C(NC12)(C)C)=CN(N3)S(=O)(=O)C)C)C3=C1C=CN(C1=CC(=C3)F)S(=O)(=O)C